N1-(1H-Benzimidazol-5-yl)-1-{2,3-difluoro-4-[5-(methoxymethyl)thiophen-3-yl]phenyl}ethane-1,2-diamine N1C=NC2=C1C=CC(=C2)NC(CN)C2=C(C(=C(C=C2)C2=CSC(=C2)COC)F)F